NCCOC=1C=C(N)C=CC1 3-(2-amino-ethoxy)-aniline